1-Benzyl-3-(((2-chloro-6-methylpyridin-3-yl)oxy)methyl)pyrrolidine-3-carboxylic acid C(C1=CC=CC=C1)N1CC(CC1)(C(=O)O)COC=1C(=NC(=CC1)C)Cl